CC=1NC(=CC1[Ru]C1=C(NC(=C1)C)C)C bis(2,5-dimethylpyrrolyl)ruthenium